CC=1N=C(C=2C(N1)=CC(N(C2)C2(CC2)C)=O)N[C@H](C#C)C2=C(C(=CC=C2)C(F)(F)F)C (R)-2-methyl-4-((1-(2-methyl-3-(trifluoromethyl)phenyl)prop-2-yn-1-yl)amino)-6-(1-methylcyclopropyl)pyrido[4,3-d]pyrimidin-7(6H)-one